[1-[(1R)-1-[(1R,2R)-2-[(8-fluoro-2,2-dimethyl-chroman-4-yl)carbamoyl]cyclopropyl]-3-methoxy-propyl]-4,4-dimethyl-6-oxo-hexahydropyrimidin-2-ylidene]ammonium FC=1C=CC=C2C(CC(OC12)(C)C)NC(=O)[C@H]1[C@@H](C1)[C@@H](CCOC)N1C(NC(CC1=O)(C)C)=[NH2+]